tert-butyl (1-(2-(3,4-dichloro-5-methyl-1H-pyrrole-2-carboxamido)-5-(5-oxo-4,5-dihydro-1,2,4-oxadiazol-3-yl)phenyl)piperidin-3-yl)carbamate ClC1=C(NC(=C1Cl)C)C(=O)NC1=C(C=C(C=C1)C1=NOC(N1)=O)N1CC(CCC1)NC(OC(C)(C)C)=O